1,8-Diazabicyclo-[5.4.0]undecene N12C=CCCCC2NCCC1